FC1=CC(=C(C=C1)C=1CCCC2=C(C1C1=C(C(=C(C=C1)C=C1CN(C1)CCCF)C)F)C=CC(=C2)C(=O)O)C 8-(4-fluoro-2-methylphenyl)-9-(2-fluoro-4-((1-(3-fluoropropyl)azetidin-3-ylidene)methyl)-3-methylphenyl)-6,7-dihydro-5H-benzo[7]annulene-3-carboxylic acid